Br.BrCC1=NC=CN=C1C(F)(F)F 2-(bromomethyl)-3-(trifluoromethyl)pyrazine hydrobromide